C(C)OC(CCOCCC(OCC)=O)=O 3-ethoxy-3-oxopropylether